p-tertbutyl-phenol C(C)(C)(C)C1=CC=C(C=C1)O